[Br-].OC1=CC=C(C=2C(C3=C(C=CC(=C3C(C12)=O)N)O)=O)N 1,5-dihydroxy-4,8-diaminoanthraquinone bromide